(±)-cis-N-(8-amino-6-(6-amino-4-methylpyridin-3-yl)-2,7-naphthyridin-3-yl)-2-Fluorocyclopropanecarboxamide NC=1N=C(C=C2C=C(N=CC12)NC(=O)[C@H]1[C@H](C1)F)C=1C=NC(=CC1C)N |r|